(R)-N-(1,1-dioxidotetrahydrothiophen-3-yl)-2-(1H-imidazol-1-yl)-6-(trifluoromethyl)pyrimidine-4-carboxamide O=S1(C[C@@H](CC1)NC(=O)C1=NC(=NC(=C1)C(F)(F)F)N1C=NC=C1)=O